3-((1,2,4-oxadiazol-3-yl)amino)-4-((4-(5-(chlorodifluoromethyl)-1,2,4-oxadiazol-3-yl)benzyl)(methyl)amino)cyclobut-3-ene-1,2-dione O1N=C(N=C1)NC=1C(C(C1N(C)CC1=CC=C(C=C1)C1=NOC(=N1)C(F)(F)Cl)=O)=O